5-(7-fluoro-2-methyl-2H-indazol-5-yl)-2-[3-(hexahydropyrrolo[1,2-a]pyrazin-2(1H)-yl)-1,2,4-triazin-6-yl]phenol dihydrochloride Cl.Cl.FC1=CC(=CC2=CN(N=C12)C)C=1C=CC(=C(C1)O)C1=CN=C(N=N1)N1CC2N(CC1)CCC2